FS(=O)(=O)OCC1=CC=CC=C1 (benzyl) fluorosulfonate